2-(((S)-4-(5-(((R)-2,2-difluorocyclopropyl)methyl)-3-fluoro-2-(1H-tetrazol-5-yl)phenyl)-2-methylpiperazin-1-yl)methyl)-5-methyl-1,3,4-thiadiazole FC1([C@@H](C1)CC=1C=C(C(=C(C1)N1C[C@@H](N(CC1)CC=1SC(=NN1)C)C)C1=NN=NN1)F)F